[N+](=O)([O-])C(CC=CCC=CCC=CCC=CCC=CCCC(=O)O)=CCC 19-nitro-4,7,10,13,16,19-docosahexaenoic acid